OCCN1C(=NCC1)C1=C(OCC=2C=C(C#N)C=CC2)C=C(C=C1)OCC=1C(=C(C=CC1)C1=CC=CC=C1)C 3-((2-(1-(2-hydroxyethyl)-4,5-dihydro-1H-imidazol-2-yl)-5-((2-methyl-[1,1'-biphenyl]-3-yl)methoxy)phenoxy)methyl)benzonitrile